C(CC)B1OB(OB(O1)CCC)CCC tri-n-propyl-boroxine